C1(=CC=CC=C1)OC(NC1=CC(=NC=C1)Cl)=O N-(2-chloro-4-pyridinyl)carbamic acid phenyl ester